Diethyl 2,2'-((3,6-diaminopyrazine-2,5-dicarbonyl)bis(azanediyl))bis(2-methylpropanoate) NC=1C(=NC(=C(N1)C(=O)NC(C(=O)OCC)(C)C)N)C(=O)NC(C(=O)OCC)(C)C